N-[(1R)-2-amino-1-phenyl-ethyl]-3-(1H-pyrazol-4-yl)-1H-indazole-7-carboxamide NC[C@@H](C1=CC=CC=C1)NC(=O)C=1C=CC=C2C(=NNC12)C=1C=NNC1